C(#N)CC1=CC(=C(C=N1)C(=O)O)C1=CC(=NC=C1OC)C(F)F 6-(cyanomethyl)-2'-(difluoromethyl)-5'-methoxy-[4,4'-bipyridine]-3-carboxylic acid